C(C)C1(CC(CCC1)CCO)O 1-Ethyl-3-(2-hydroxyethyl)cyclohexanol